2-chloro-5-(5-(2-(dimethylamino)ethoxy)pyrazin-2-yl)-N-isopropylpyridin-4-amine ClC1=NC=C(C(=C1)NC(C)C)C1=NC=C(N=C1)OCCN(C)C